2-((4-((S)-2-(4-chloro-2-fluorophenyl)-2-methylbenzo[d][1,3]dioxol-4-yl)piperidin-1-yl)methyl)-4-fluoro-1-(((S)-oxetan-2-yl)methyl)-1H-benzo[d]imidazole-5-carbonitrile ClC1=CC(=C(C=C1)[C@@]1(OC2=C(O1)C=CC=C2C2CCN(CC2)CC2=NC1=C(N2C[C@H]2OCC2)C=CC(=C1F)C#N)C)F